C1(CCCC1)C1C(CCC1)OC(\C=C\C)=O 2-Cyclopentylcyclopentylcrotonat